2-chloro-6-methyl-4-(1-(2-morpholinoethyl)-2-oxo-5-phenyl-1,2-dihydropyridin-4-yl)-1-tosyl-1,6-dihydro-7H-pyrrolo[2,3-c]pyridin-7-one ClC1=CC2=C(C(N(C=C2C2=CC(N(C=C2C2=CC=CC=C2)CCN2CCOCC2)=O)C)=O)N1S(=O)(=O)C1=CC=C(C)C=C1